1-(2-methoxyethyl)-3-[[4-[5-(trifluoromethyl)-1,2,4-oxadiazol-3-yl]phenyl]methyl]urea COCCNC(=O)NCC1=CC=C(C=C1)C1=NOC(=N1)C(F)(F)F